CN1C=NC=C(C1=O)C1=CC=C(C=C1)C1(CC1)NC(=O)C1=CC2=C(C=N1)C=NN2 N-(1-(4-(1-methyl-6-oxo-1,6-dihydropyrimidin-5-yl)phenyl)cyclopropyl)-1H-pyrazolo[4,3-c]pyridine-6-carboxamide